(S)-N-(5-(1-(4-(chloromethyl)phenyl)piperidin-4-yl)pyridin-2-yl)-4-(3-phenylisoxazolidin-2-yl)-5-(trifluoromethyl)pyrimidin-2-amine ClCC1=CC=C(C=C1)N1CCC(CC1)C=1C=CC(=NC1)NC1=NC=C(C(=N1)N1OCC[C@H]1C1=CC=CC=C1)C(F)(F)F